OC(CCCCCCCCCCCCC(=O)O)CC=CCC=CCCCCCC 14-Hydroxy-hexacosa-16,19-dienoic acid